CCCCCCCCCCCCCCCC/C=C\\OC[C@H](COP(=O)([O-])OCC[N+](C)(C)C)OC(=O)CCC/C=C\\C/C=C\\C/C=C\\C/C=C\\CCCCC The molecule is a phosphatidylcholine (P-38:4) in which the alkenyl group at position 1 is (1Z)-octadecenyl and the acyl group at position 2 is (5Z,8Z,11Z,14Z)-icosatetraenoyl. It has a role as a mouse metabolite. It is a 1-(Z)-alk-1-enyl-2-acyl-sn-glycero-3-phosphocholine and a phosphatidylcholine (P-38:4). It derives from an arachidonic acid.